3-(3,5-dimethoxyphenyl)-7-((2-methyl-6-nitrophenyl)amino)-1-(3-(4-methylpiperazine-1-yl)propyl)-1,6-naphthyridin-2(1H)-one COC=1C=C(C=C(C1)OC)C=1C(N(C2=CC(=NC=C2C1)NC1=C(C=CC=C1[N+](=O)[O-])C)CCCN1CCN(CC1)C)=O